4-[1-(6-Bromopyrazin-2-yl)ethoxy]-6-[5-methyl-1-[1-(oxetan-3-yl)-4-piperidinyl]triazol-4-yl]pyrazolo[1,5-a]pyridine-3-carbonitrile BrC1=CN=CC(=N1)C(C)OC=1C=2N(C=C(C1)C=1N=NN(C1C)C1CCN(CC1)C1COC1)N=CC2C#N